N[C@@H](C(=O)NC1=CC(=C(C=C1)C1=C2C(=NC=C1)NC=C2)C(F)F)CC(C)C (2R)-2-Amino-N-[3-(difluoromethyl)-4-(1H-pyrrolo[2,3-b]pyridin-4-yl)phenyl]-4-methyl-pentanamide